NC=CCC=1C(=NC(N([C@H]2[C@H](O)[C@H](O)[C@@H](CO)O2)C1)=O)N 5-Aminoallylcytidine